NC1=CC=C(C=N1)OC1=CC=C(C=C1)NC(=O)NC1=CC=C(C=C1)OC 1-(4-((6-aminopyridin-3-yl)oxy)phenyl)-3-(4-methoxyphenyl)urea